CN1C(N(C2=C1C=CC(=C2)S(=O)(=O)NC2(CC2)C)C(C2=C(C=CC=C2)C)=O)=O 1-methyl-3-(2-methylbenzoyl)-N-(1-methylcyclopropyl)-2-oxo-benzimidazole-5-sulfonamide